4-acetoxy-2,2,6,6-tetramethylpiperidin C(C)(=O)OC1CC(NC(C1)(C)C)(C)C